(1S,9S)-1-amino-5-fluoro-9-ethyl-9-hydroxy-4-chloro-1,2,3,9,12,15-hexahydro-10H,13H-benzo[de]pyrano[3',4':6,7]indolizino[1,2-b]quinoline-10,13-dione trifluoroacetate FC(C(=O)O)(F)F.N[C@H]1CCC=2C=3C1=C1C(=NC3C=C(C2Cl)F)C2=CC3=C(C(N2C1)=O)COC([C@]3(O)CC)=O